2,4-dichloro-6-(piperidin-1-ylmethyl)furo[3,2-d]pyrimidine ClC=1N=C(C2=C(N1)C=C(O2)CN2CCCCC2)Cl